C(C)N(C1=CC=CC=C1)CCCl N-ethyl-N-chloroethylaniline